ethyl 3-(dibenzylamino)cyclobutane-1-carboxylate C(C1=CC=CC=C1)N(C1CC(C1)C(=O)OCC)CC1=CC=CC=C1